5-bromo-N-(2-carbamoyl-4-chloro-6-methyl-phenyl)-2-(2,2-difluorocyclopropyl)pyrazole-3-carboxamide BrC=1C=C(N(N1)C1C(C1)(F)F)C(=O)NC1=C(C=C(C=C1C)Cl)C(N)=O